3,3-difluoro-4-((S)-1-(4-fluorophenyl)-N-methyl-1,2,3,4-tetrahydroisoquinoline-2-carboxamido)pyrrolidine-1-carboxylic acid tert-butyl ester C(C)(C)(C)OC(=O)N1CC(C(C1)N(C(=O)N1[C@H](C2=CC=CC=C2CC1)C1=CC=C(C=C1)F)C)(F)F